The molecule is a heterodetic cyclic peptide that is chloropeptin II in which the indole moiety is oxidised to the corresponding 3-hydroxy-2-oxindole. It is a HIV-1 integrase inhibitor isolated from Streptomyces. It has a role as a metabolite and a HIV-1 integrase inhibitor. It is an organochlorine compound, a heterodetic cyclic peptide, a cyclic ether, a member of indoles and a polyphenol. CN1[C@@H](CC2=CC=C(C=C2)OC3=CC4=CC(=C3O)C5=CC6=C(C=C5)C(C[C@H](C(=O)N[C@@H](C(=O)N[C@H]4C(=O)N[C@@H](C1=O)C7=CC(=C(C(=C7)Cl)O)Cl)C8=CC(=C(C(=C8)Cl)O)Cl)NC(=O)C(=O)C9=CC(=C(C(=C9)Cl)O)Cl)(C(=O)N6)O)C(=O)N[C@H](C1=CC=C(C=C1)O)C(=O)O